2-amino-N-(4-methylcyclohexyl)acetamide NCC(=O)NC1CCC(CC1)C